3-amino-N-methyl-4-(3-(trifluoromethyl)phenoxy)benzenesulfonamide titanium [Ti].NC=1C=C(C=CC1OC1=CC(=CC=C1)C(F)(F)F)S(=O)(=O)NC